tert-butyl ((1-(2,3-dihydrobenzo[b][1,4]dioxine-6-carbonyl)piperidin-4-yl)methyl)carbamate O1C2=C(OCC1)C=C(C=C2)C(=O)N2CCC(CC2)CNC(OC(C)(C)C)=O